C1(=CC=C(C=C1)N)C1=CC=C(C=C1)C1=CC=CC=C1 (1,1':4',1''-terphenyl-4-yl)-amine